OCCOCCOCCN1C(C2=CC=C3C=4C2=C(C1=O)C=CC4OC4=CC=C(C=C43)C4=CC=C(C=C4)C(F)(F)F)=O 2-(2-(2-(2-hydroxyethoxy)ethoxy)ethyl)-9-(4-(trifluoromethyl)phenyl)-1H-xantheno[2,1,9-def]isoquinoline-1,3(2H)-dione